NC1=C(C2=C(S1)C(=CC=C2C2=C(C=C1C(=NC(=NC1=C2F)OC[C@]21CCCN1C[C@@H](C2)F)N2CCOCCC2)Cl)F)C#N 2-amino-4-(6-chloro-8-fluoro-2-(((2R,7aS)-2-fluorotetrahydro-1H-pyrrolizin-7a(5H)-yl)methoxy)-4-(1,4-oxazepan-4-yl)quinazolin-7-yl)-7-fluorobenzo-[b]thiophene-3-carbonitrile